2-(2-Cyano-6-(hydroxymethyl)-3-mercaptophenyl)acetic acid methyl ester COC(CC1=C(C(=CC=C1CO)S)C#N)=O